ClC1=C(C(=C(C=C1OC)OC)Cl)C1=CC2=C(N=C(N=C2)NC2OCC[C@@H](C2)C=CC(=O)N)C(=N1)NC1CC(C1)(F)F (3S,4S)-3-(((6-(2,6-dichloro-3,5-di-methoxyphenyl)-8-((3,3-difluorocyclobutyl)amino)pyrido[3,4-d]pyrimidin-2-yl)amino)tetrahydro-2H-pyran-4-yl)acrylamide